FC1=C(C=C(C=C1)OC)N1C(=C2C(N(N=CC2=C1C)C1=NC=CC=C1)=O)C 6-(2-fluoro-5-methoxyphenyl)-5,7-dimethyl-2-(pyridin-2-yl)-2,6-dihydro-1H-pyrrolo[3,4-d]pyridazin-1-one